C(C)C1=C(C=NC2=C(C(=CC=C12)F)C1=C(C(=CC(=C1)F)F)F)NC(=O)C1CCOC2=CC=CC=C12 N-(4-ethyl-7-fluoro-8-(2,3,5-trifluorophenyl)quinolin-3-yl)chromane-4-carboxamide